N-(1-amino-1-imino-2-methylpropan-2-yl)Acetamide acetate C(C)(=O)O.NC(C(C)(C)NC(C)=O)=N